N-(5-((4-(1-Cyclopropyl-1H-indol-3-yl)-5-(oxazol-2-yl)pyrimidin-2-yl)amino)-4-methoxy-2-(methyl((1-methylpyrrolidin-2-yl)methyl)amino)phenyl)acrylamide C1(CC1)N1C=C(C2=CC=CC=C12)C1=NC(=NC=C1C=1OC=CN1)NC=1C(=CC(=C(C1)NC(C=C)=O)N(CC1N(CCC1)C)C)OC